ClC=1N=C(N2N=C(N=CC21)NC2C(CN(CC2)S(=O)(=O)C(F)F)O)C(C)C 4-({5-chloro-7-isopropylimidazo[4,3-f][1,2,4]triazin-2-yl}amino)-1-difluoromethanesulfonylpiperidin-3-ol